FC=1C2=C(C=C(C1)C1=CN=NC(=C1)OC)COC1=NC(=CC=C12)N(C1C[C@H]2CC[C@@H](C1)N2C(=O)OC(C)(C)C)C tert-butyl (1R,3S,5S)-3-{[10-fluoro-8-(6-methoxypyridazin-4-yl)-6H-isochromeno[3,4-b]pyridin-3-yl](methyl)amino}-8-azabicyclo[3.2.1]octane-8-carboxylate